ClC1=CC=C(C=C1)N1N=C(C=C1C1=CC=CC=C1)N 1-(4-chlorophenyl)-5-phenyl-1H-pyrazol-3-amine